N'-(2-methyl-1-phenyl-2-(3-trifluoromethyl-1H-pyrazol-1-yl)propylidene)formhydrazide CC(C(C1=CC=CC=C1)=NNC=O)(C)N1N=C(C=C1)C(F)(F)F